CN1C(=CC=C1)C=O N-Methyl-2-formylpyrrole